FC(C=1C=C(C=CC1)CO)(F)F [3-(trifluoromethyl)phenyl]methanol